5-chloro-7-ethyl-N-{2-[3-(ethylamino)-4-methoxypyrrolidin-1-yl]-5,6,7,8-tetrahydroquinolin-6-yl}-7H-pyrrolo[2,3-c]pyridazine-3-carboxamide ClC1=CN(C=2N=NC(=CC21)C(=O)NC2CC=1C=CC(=NC1CC2)N2CC(C(C2)OC)NCC)CC